1-(benzo[b]thiophen-2-yl)-2-(3,4-dimethoxyphenyl)prop-2-en-1-one S1C2=C(C=C1C(C(=C)C1=CC(=C(C=C1)OC)OC)=O)C=CC=C2